2-bromo-4-nitro-N-(2,4-difluorophenyl)aniline BrC1=C(NC2=C(C=C(C=C2)F)F)C=CC(=C1)[N+](=O)[O-]